(S)-4-((R)-sec-butyl)-4,5-dihydro-oxazole [C@@H](C)(CC)[C@@H]1N=COC1